5-chloro-2-fluoro-4-(1-(2-fluorophenyl)ethylamino)-N-(thiazol-2-yl)benzenesulfonamide ClC=1C(=CC(=C(C1)S(=O)(=O)NC=1SC=CN1)F)NC(C)C1=C(C=CC=C1)F